ClC1=C(C(=O)N2CNC3=C(C=CC=C3C2)C2=CC(=C(C(=O)O)C=C2)N2CCOCC2)C(=CC(=C1)C=1C=NN(C1)C)Cl 4-[3-[2,6-Dichloro-4-(1-methylpyrazol-4-yl)benzoyl]-2,4-dihydro-1H-quinazolin-8-yl]-2-morpholin-4-ylbenzoic acid